ClC1=CC=C(C=C1)C(=O)N1[C@@H](C=2N(CC1)C(=NN2)C2=CC1=C(N(N=C1C)C)S2)C (R)-(4-Chlorophenyl)(3-(1,3-dimethyl-1H-thieno[2,3-c]pyrazol-5-yl)-8-methyl-5,6-Dihydro-[1,2,4]triazolo[4,3-a]pyrazin-7(8H)-yl)methanone